OC(=O)C(F)(F)F.C(#N)C1=C2NC=NC2=NC(=N1)CO 6-cyanopurinemethanol-TFA salt